N[C@H](C(=O)NC=1C=NN(C1)C(CC(F)F)C=1C(=NC=CC1)OC)C(C1CC1)C1CC1 (2S)-2-amino-3,3-dicyclopropyl-N-[1-[3,3-difluoro-1-(2-methoxy-3-pyridyl)propyl]pyrazol-4-yl]propanamide